1-(((5S,7r)-3-(5-(2-hydroxy-prop-2-yl)pyrazin-2-yl)-7-methoxy-2-oxo-1-oxa-3-azaspiro[4.5]decan-7-yl)methyl)-1H-benzo[d]imidazole-6-carbonitrile OC(C)(C)C=1N=CC(=NC1)N1C(O[C@]2(C1)C[C@@](CCC2)(OC)CN2C=NC1=C2C=C(C=C1)C#N)=O